C(C)C([C@H](CC1=CC=CC=C1)NP([O-])([O-])=O)CC (S)-diethyl(1-phenylpropan-2-yl)phosphoramidate